FC(C1=CC=C(C=N1)C1=C2C(=NN(C1=O)CC1=CC=C(C=C1)OC)C=CC(N2)=O)F 4-(6-(difluoromethyl)pyridin-3-yl)-2-(4-methoxybenzyl)pyrido[3,2-c]pyridazin-3,6(2H,5H)-dione